di-tert-butyl-n-butyl-phosphine tert-butyl-(R)-3-((S)-1-(tert-butoxy)-3-(3-((E)-2-(hydroxyimino)ethyl)phenyl)-1-oxopropan-2-yl)pyrrolidine-1-carboxylate C(C)(C)(C)OC(=O)N1C[C@H](CC1)[C@@H](C(=O)OC(C)(C)C)CC1=CC(=CC=C1)C/C=N/O.C(C)(C)(C)P(CCCC)C(C)(C)C